D-5-amino-6-methoxyisoindol-1-one NC=1C=C2C=NC(C2=CC1OC)=O